CC(CO)(CCCC=C)C 2,2-dimethylhept-6-en-1-ol